4-(trifluoromethyl)picolinamide hydrogen chloride Cl.FC(C1=CC(=NC=C1)C(=O)N)(F)F